C1(CC1)CN1C(=CC2=C1C=1N(C=C2)C(=NN1)C)C1=NC2=C(N1C)C(=CC(=C2)C(=O)O)F 2-(9-(cyclopropylmethyl)-3-methyl-9H-pyrrolo[2,3-c][1,2,4]triazolo[4,3-a]pyridin-8-yl)-7-fluoro-1-methyl-1H-benzo[d]imidazole-5-carboxylic acid